BrC=1C=C2C(=NC=NN2C1)C1=C(C(=C(CNC(OC(C)(C)C)=O)C=C1)C)F tert-butyl (4-(6-bromopyrrolo[2,1-f][1,2,4]triazin-4-yl)-3-fluoro-2-methylbenzyl)carbamate